ClC12CC3CC(CC(C1)C3)C2 3-chloroadamantane